diethylamino-hydroxybenzene hexyl-formyl-benzoate C(CCCCC)C=1C(=C(C(=O)O)C=CC1)C=O.C(C)N(CC)C1=C(C=CC=C1)O